O[C@H]([C@H](C)N(C(CCCCCCCCC)=O)C)C1=CC=CC=C1 N-((1S,2S)-1-hydroxy-1-phenylpropane-2-yl)-N-methyldecanoamide